BrC1=CSC=C1OCC1=CC=C(C=C1)OC 3-bromo-4-(4-methoxybenzyloxy)thiophene